CC1=C(C2=CC=CC=C2C(=C1)O)O 2-methyl-1,4-naphthalenediol